C(CC(C)C)CC(=O)O.C(C)(=O)OCC(C)C isobutyl acetate (Isoamyl acetate)